N-(5-(2-(5-azaspiro[3.4]octan-5-yl)acetamido)-2-methylpyridin-3-yl)-2-bromopyrazolo[5,1-b]thiazole-7-carboxamide C1CCC12N(CCC2)CC(=O)NC=2C=C(C(=NC2)C)NC(=O)C=2C=NN1C2SC(=C1)Br